4-[2-ethyl-4-[[1-methyl-5-[1-(pyridin-3-ylmethyl)-3-(trifluoromethyl)pyrazol-4-yl]imidazole-2-carbonyl]amino]benzoyl]-N-[(3-hydroxyazetidin-3-yl)methyl]piperazine-1-carboxamide C(C)C1=C(C(=O)N2CCN(CC2)C(=O)NCC2(CNC2)O)C=CC(=C1)NC(=O)C=1N(C(=CN1)C=1C(=NN(C1)CC=1C=NC=CC1)C(F)(F)F)C